CC1(C2CCC([C@@]1(C2)O)(C)O)C (S)-Pinanediol